(R)-4-((R)-10-Acryloyl-4-chloro-2-fluoro-14-oxo-8,8a,9,10,11,12-hexahydro-7H,14H-pyrazino[1',2':5,6][1,5]diazocino[3,2,1-hi]indol-3-yl)-2-amino-7-fluorobenzo[b]thiophene-3-carbonitrile C(C=C)(=O)N1C[C@@H]2N(C(C=3C=C(C(=C4C(=CN(C34)CC2)Cl)C2=CC=C(C=3SC(=C(C32)C#N)N)F)F)=O)CC1